CC=1C=CC(=NC1)N[C@@H]1CNCC1 (5-methylpyridin-2-yl)-(S)-pyrrolidin-3-ylamine